Cl.Cl.CC1(CN(C2=C1C=NC(=C2)C=2C=NN(C2)C)C(CN2[C@H](CN[C@@H](C2)C)COC)=O)C 1-[3,3-Dimethyl-6-(1-methyl-1H-pyrazol-4-yl)-1H,2H,3H-pyrrolo[3,2-c]pyridin-1-yl]-2-[(2R,5R)-2-(methoxymethyl)-5-methylpiperazin-1-yl]ethan-1-one dihydrochloride